ClC=1C=C(C=C(C1F)Cl)C1(CC(=NO1)N1CC=2N=C(N=CC2C1)C(=O)NC1C(C1)C(F)(F)F)C(F)(F)F 6-(5-(3,5-dichloro-4-fluorophenyl)-5-(trifluoromethyl)-4,5-dihydroisoxazol-3-yl)-N-(2-(trifluoromethyl)cyclopropyl)-6,7-dihydro-5H-pyrrolo[3,4-d]pyrimidine-2-carboxamide